7-((2S,5R)-2,5-diethyl-4-(1-(4-fluoro-2-methylphenyl)ethyl)piperazin-1-yl)-4-methyl-2,4-dihydro-5H-pyrazolo[4,3-b]pyridin-5-one C(C)[C@@H]1N(C[C@H](N(C1)C(C)C1=C(C=C(C=C1)F)C)CC)C=1C=2C(N(C(C1)=O)C)=CNN2